(R)-4-((dimethylamino)methyl)-2-fluoro-N'-((1,2,3,5,6,7-hexahydro-s-indacen-4-yl)carbamoyl)benzene-sulfonimidamide CN(C)CC1=CC(=C(C=C1)[S@@](=O)(N)=NC(NC1=C2CCCC2=CC=2CCCC12)=O)F